N1(N=NC=C1)C[C@H]1C[C@H](N(C1)C(CNC(=O)C=1C=CC=2SC3=CC=CC=C3OC2C1)=O)C(=O)N[C@H](C)C1=CC=2C=NC=CC2N1S(=O)(=O)C1=CC=CC=C1 |o1:6| (2S,4S*)-4-((1H-1,2,3-triazol-1-yl)methyl)-1-((phenoxathiine-3-carbonyl)glycyl)-N-((R)-1-(1-(phenylsulfonyl)-1H-pyrrolo[3,2-c]pyridin-2-yl)ethyl)pyrrolidine-2-carboxamide